C(#N)C1(CCC(CC1)=[Se])C#N dicyanocyclohexaneselon